9-(1-(4-((5-bromo-4-((5-(dimethylphosphoryl)quinoxalin-6-yl)amino)pyrimidin-2-yl)Amino)-5-methoxy-2-(1-methyl-1H-pyrazol-4-yl)phenyl)piperidin-4-yl)-2,9-diazaspiro[5.5]undecane BrC=1C(=NC(=NC1)NC1=CC(=C(C=C1OC)N1CCC(CC1)N1CCC2(CCCNC2)CC1)C=1C=NN(C1)C)NC=1C(=C2N=CC=NC2=CC1)P(=O)(C)C